(2S)-2-amino-N-[1-[1-(3-chloro-6-oxo-1H-pyridazin-5-yl)-3,3-difluoro-propyl]-3-fluoro-pyrazol-4-yl]-3,3-dicyclopropyl-propanamide N[C@H](C(=O)NC=1C(=NN(C1)C(CC(F)F)C1=CC(=NNC1=O)Cl)F)C(C1CC1)C1CC1